C(C)(C)C1=CC=C(OCCOC(=O)NCCOC(C(=C)C)=O)C=C1 {[2-(4-Isopropylphenoxy)ethoxycarbonyl]amino}ethylmethacrylat